C1CC12NCC[C@@H](C2)N2CCC1=C2N=NC(=C1)C1=C(C=C2N=CC=NC2=C1)O 7-{7-[(7S)-4-azaspiro[2.5]oct-7-yl]-6,7-dihydro-5H-pyrrolo[2,3-c]pyridazin-3-yl}quinoxalin-6-ol